tert-Butyl (S)-(4-(1,3-dioxoisoindolin-2-yl)-5-((2-(3-nitrophenyl)-2-oxoethyl)amino)-5-oxopentyl)carbamate O=C1N(C(C2=CC=CC=C12)=O)[C@@H](CCCNC(OC(C)(C)C)=O)C(=O)NCC(=O)C1=CC(=CC=C1)[N+](=O)[O-]